(S)-7-chloro-1-methyl-2,3-dihydro-1H-pyrrolo[3,4-c]quinoline-8,9-diol hydrogen bromide salt Br.ClC=1C(=C(C=2C3=C(C=NC2C1)CN[C@H]3C)O)O